NN 1,2-diazaethane